ClC=1C=C(C=CC1)C#CC1=NN=C2N1CCN(C2)C(=O)C=2OC=CC2 [3-[2-(3-Chlorophenyl)ethynyl]-6,8-dihydro-5H-[1,2,4]triazolo[4,3-a]pyrazin-7-yl]-(2-furyl)methanone